ClC1=CC2=C(N(C(N=C2N2[C@H](CN(CC2)C(C=C)=O)C)=O)C2=C(C=CC=C2CC)CC)N=C1N1CC(C1)F 6-chloro-1-(2,6-diethylphenyl)-7-(3-fluoro-1-azetidinyl)-4-((2S)-2-methyl-4-(2-propenoyl)-1-piperazinyl)pyrido[2,3-d]pyrimidin-2(1H)-one